3-[(1E)-2-(5-bromothiophene-2-yl)vinyl]-1,2-dihydroquinoxalin-2-one BrC1=CC=C(S1)/C=C/C=1C(NC2=CC=CC=C2N1)=O